C(#N)C1=C(SC2=C1C(=NC=C2F)C=2C1=C(C=3C=NC(=NC3C2F)N2C[C@@H](CC2)N2CCC(CC2)F)COC1)NC(OC(C)(C)C)=O tert-Butyl (3-cyano-7-fluoro-4-(5-fluoro-3-((R)-3-(4-fluoropiperidin-1-yl)pyrrolidin-1-yl)-7,9-dihydrofuro[3,4-f]quinazolin-6-yl)thieno[3,2-c]pyridin-2-yl)carbamate